benzyl 4-(3-((1-(3-amino-6-chloropyridazin-4-yl)azetidin-3-yl)oxy)benzyl)piperazine-1-carboxylate NC=1N=NC(=CC1N1CC(C1)OC=1C=C(CN2CCN(CC2)C(=O)OCC2=CC=CC=C2)C=CC1)Cl